N-Methoxy-N-methyl-1-(oxan-2-yl)pyrazolo[3,4-b]pyridine-4-carboxamide CON(C(=O)C=1C2=C(N=CC1)N(N=C2)C2OCCCC2)C